NC1=C(C=C(C=C1)C1=NC=CC=N1)N[C@H]1[C@@H]([C@H](CCC1)NC(OC(C)(C)C)=O)O tert-butyl ((1S,2S,3R)-3-((2-amino-5-(pyrimidin-2-yl)phenyl)amino)-2-hydroxycyclohexyl)carbamate